N-(2-methyl-1-phenylprop-2-yl)prop-2-enamide CC(CC1=CC=CC=C1)(C)NC(C=C)=O